2-{[(αR)-6-[2,5-dioxo-4-(2-phenylethyl)-imidazolidin-1-yl]spiro[3.3]-heptan-2-yl]oxy}-pyridine-3-carboxamide O=C1N(C(C(N1)CCC1=CC=CC=C1)=O)C1CC2(CC(C2)OC2=NC=CC=C2C(=O)N)C1